O-phenyl carbonochloridothioate C(OC1=CC=CC=C1)(Cl)=S